6-[8-(1,3-benzothiazol-2-ylcarbamoyl)-3,4-dihydroisoquinolin-2(1H)-yl]-3-(1-{2-[2-(morpholin-4-yl)ethoxy]benzyl}-1H-pyrazol-4-yl)pyridine-2-carboxylic acid S1C(=NC2=C1C=CC=C2)NC(=O)C=2C=CC=C1CCN(CC21)C2=CC=C(C(=N2)C(=O)O)C=2C=NN(C2)CC2=C(C=CC=C2)OCCN2CCOCC2